NC1=NC=CC2=C1C(=CN2[C@H]2C[C@@H](N(C2)C(=O)OC(C)(C)C)COC)C#CC2=CC1=C(N(C=N1)C1CC1)C=C2 (2R,4S)-tert-butyl 4-(4-amino-3-((1-cyclopropyl-1H-benzo[d]imidazol-5-yl)ethynyl)-1H-pyrrolo[3,2-c]pyridin-1-yl)-2-(methoxymethyl)pyrrolidine-1-carboxylate